C1(CC=CCC1)(C(=O)O)C(=O)O 3-cyclohexenedicarboxylic acid